CN1CCN(CC1)C=1C=CC=2N=C3C(C4=C(C(C3=NC2C1)=O)C=CC=C4)=O 2-(4-methylpiperazin-1-yl)benzo[b]phenazine-6,11-dione